[Ni](I)I Nickel(II) iodid